2-bromo-4-tert-butyltoluene BrC1=C(C)C=CC(=C1)C(C)(C)C